C(C)(C)(C)OC(=O)N1[C@H]2[C@@H]([C@@H](C[C@@H]1CC2)OC(F)F)N |r| racemic-(1R,2S,3R,5S)-2-amino-3-(difluoromethoxy)-8-azabicyclo[3.2.1]octane-8-carboxylic acid tert-butyl ester